C(C(C(C(C(C)O)O)O)O)O hexane-1,2,3,4,5-pentaol